3-azabicyclo[4.2.0]octane monohydrochloride Cl.C12CNCCC2CC1